C(#N)[CH-]N=O cyano(nitroso)methanide